(E)-2,4-dichloro-6-(2-(3-methylbenzylidene)hydrazinyl)pyrimidine-5-amine ClC1=NC(=C(C(=N1)Cl)N)N/N=C/C1=CC(=CC=C1)C